(R,Z)-N-(1-(2-(2-cyanopropan-2-yl)-3,6-dimethyl-4-oxo-3,4-dihydroquinazolin-8-yl)ethylidene)-2-methylpropane-2-sulfinamide C(#N)C(C)(C)C1=NC2=C(C=C(C=C2C(N1C)=O)C)\C(\C)=N/[S@](=O)C(C)(C)C